CNN(C(=O)NCCC)NC N,N-dimethylaminopropyl-urea